4-amino-3-chloro-6-(3-fluoro-4-(trimethylsilyl)phenyl)-5-methyl-pyridine-2-carboxylic acid methyl ester COC(=O)C1=NC(=C(C(=C1Cl)N)C)C1=CC(=C(C=C1)[Si](C)(C)C)F